C(=O)(OC(C)(C)C)N[C@@H](CCCCN)C(=O)O Nα-Boc-lysine